rac-(1R,2S)-2-Amino-N-(4-fluoro-3-(pentafluoro-λ6-sulfaneyl)phenyl)cyclobutane-1-carboxamide N[C@@H]1[C@@H](CC1)C(=O)NC1=CC(=C(C=C1)F)S(F)(F)(F)(F)F |r|